(3R)-N-[3-[5-Bromo-1-(2,6-dichlorobenzoyl)pyrrolo[2,3-b]pyridine-3-carbonyl]-2,4-difluoro-phenyl]-3-fluoro-pyrrolidine-1-sulfonamide BrC=1C=C2C(=NC1)N(C=C2C(=O)C=2C(=C(C=CC2F)NS(=O)(=O)N2C[C@@H](CC2)F)F)C(C2=C(C=CC=C2Cl)Cl)=O